N-(4-(2,6-dioxopiperidin-3-yl)phenyl)-2-((R)-2-(trifluoromethyl)piperazin-1-yl)acetamide hydrobromide Br.O=C1NC(CCC1C1=CC=C(C=C1)NC(CN1[C@H](CNCC1)C(F)(F)F)=O)=O